NCCOCCOCCN1CCC(CC1)CC(=O)NC1=NN(CC1)C1=CC(=C(C=C1)Cl)Cl 2-(1-(2-(2-(2-aminoethoxy)ethoxy)ethyl)piperidin-4-yl)-N-(1-(3,4-dichlorophenyl)-4,5-dihydro-1H-pyrazol-3-yl)acetamide